N-[(1S)-4-[6-[5-(6-methyl-2-pyridyl)-1H-imidazol-4-yl]-3-quinolyl]cyclohex-3-en-1-yl]acetamide CC1=CC=CC(=N1)C1=C(N=CN1)C=1C=C2C=C(C=NC2=CC1)C1=CC[C@H](CC1)NC(C)=O